8-fluoro-2-[cis-3-fluorocyclopentyl]-1-[(2R,4R)-2-methyltetrahydro-2H-pyran-4-yl]-1H-imidazo[4,5-c]quinoline FC1=CC=2C3=C(C=NC2C=C1)N=C(N3[C@H]3C[C@H](OCC3)C)[C@@H]3C[C@@H](CC3)F